1-hydroxy-3,3-dimethyl-1,3-dihydrobenzo[c][1,2]oxaborole-6-carboxylic acid OB1OC(C2=C1C=C(C=C2)C(=O)O)(C)C